NC1=NNC2=CC=C(C=C12)C1=C2C(=NC=C1)NC(=C2)CNCCN(C)C N1-((4-(3-Amino-1H-indazol-5-yl)-1H-pyrrolo[2,3-b]pyridin-2-yl)methyl)-N2,N2-dimethylethane-1,2-diamine